di-tert-butylglutamate C(C)(C)(C)OC([C@@H](N)CCC(=O)OC(C)(C)C)=O